OC1(CCCCC1)C hydroxy-1-methylcyclohexane